(2R,3S)-2-methyl-3-((methylsulfonyl)methyl)azetidine HCl Cl.C[C@H]1NC[C@@H]1CS(=O)(=O)C